ClC1=C(C=C2C(C(=CN(C2=C1)C1CC1)C(=O)NC1CCNCC1)=O)F 7-chloro-1-cyclopropyl-6-fluoro-4-oxo-N-(piperidin-4-yl)-1,4-dihydroquinoline-3-carboxamide